TETRAOXOBICYCLO[19.4.0]PENTACOSANE O=C1C(C(C(C2CCCCC2CCCCCCCCCCCCCCC1)=O)=O)=O